N-((3S,4R)-4-(2,6-difluoro-4-methoxyphenyl)-2-oxopyrrolidin-3-yl)-1H-imidazole-1-carboxamide FC1=C(C(=CC(=C1)OC)F)[C@H]1[C@@H](C(NC1)=O)NC(=O)N1C=NC=C1